4-(4-((S)-1-((2,2-difluoro-[1,3]dioxolo[4',5':4,5]benzo[1,2-d]thiazol-6-yl)amino)-1-oxopropan-2-yl)morpholin-2-yl)pyridine 1-oxide FC1(OC=2C(=CC3=C(N=C(S3)NC([C@H](C)N3CC(OCC3)C3=CC=[N+](C=C3)[O-])=O)C2)O1)F